FC(C1=NC(=NC(=C1)C(F)(F)F)N1[C@H](C=2NC3=CC=C(C=C3C2CC1)Br)CC(C)C)(F)F (1S)-2-[4,6-bis(trifluoromethyl)pyrimidin-2-yl]-6-bromo-1-(2-methylpropyl)-2,3,4,9-tetrahydro-1H-pyrido[3,4-b]indole